N-t-butyl-N'-ethylcarbodiimide C(C)(C)(C)N=C=NCC